FC1=CC=C(C=C1)NC(=O)C1(COC1)C1=CC=C(C=C1)C=1C=NC(=CC1CO)C(F)(F)F N-(4-fluorophenyl)-3-(4-(4-(hydroxymethyl)-6-(trifluoromethyl)pyridin-3-yl)phenyl)oxetane-3-carboxamide